N2-((S)-1-(((S)-4-hydroxy-3-oxo-1-((S)-2-oxopiperidin-3-yl)butan-2-yl)amino)-4,4-dimethyl-1-oxopentan-2-yl)oxalamide OCC([C@H](C[C@H]1C(NCCC1)=O)NC([C@H](CC(C)(C)C)NC(C(=O)N)=O)=O)=O